C(#C)[C@@]1(OC(C[C@@H]1O)O)COP(=O)(O)[O-].[NH4+].C(C1CO1)C1=C(C(=C(C(=C1)O)C)N)CC1CO1 diglycidyl-aminocresol ammonium ((2R,3S)-2-ethynyl-3,5-dihydroxytetrahydrofuran-2-yl)methyl-hydrogenphosphate